ClC=1C=C(C=CC1)C=1C=C2C(=NC1)C=NN2CC(=O)N2CC(C2)F 2-[6-(3-Chlorophenyl)pyrazolo[4,3-b]pyridin-1-yl]-1-(3-fluoroazetidin-1-yl)ethanone